z-5-decenyl acetate C(C)(=O)OCCCC\C=C/CCCC